FC[C@H](CN(CC[C@@H](C(=O)O)NC(=O)C1(CC1)C1=NC=NC2=CC=CC=C12)CCCCC1=NC=2NCCCC2C=C1)OC (S)-4-(((S)-3-fluoro-2-methoxypropyl)(4-(5,6,7,8-tetrahydro-1,8-naphthyridin-2-yl)butyl)amino)-2-(1-(quinazolin-4-yl)cyclopropane-1-carboxamido)butanoic acid